C(C)OC(=O)C1=NC=C(N1COCC[Si](C)(C)C)Br 4-bromo-3-{[2-(trimethylsilyl)ethoxy]Methyl}-3H-imidazole-2-carboxylic acid ethyl ester